ClC1=CC(=C(C(=C1)Cl)O)C 4,6-dichloro-2-methylphenol